tert-butyl 4-((5-cyanopyridin-3-yl)amino)piperidine-1-carboxylate C(#N)C=1C=C(C=NC1)NC1CCN(CC1)C(=O)OC(C)(C)C